2-(2-cyclohexylpropoxy)-1,3-propanediol C1(CCCCC1)C(COC(CO)CO)C